CS(=O)(=O)C=1C=C2C(=NC1)NC=C2C=2SC=C(N2)C=2C=C(C=CC2)C2(CCN1C2=NC=C1)O 7-(3-(2-(5-(methylsulfonyl)-1H-pyrrolo[2,3-b]pyridin-3-yl)thiazol-4-yl)phenyl)-6,7-dihydro-5H-pyrrolo[1,2-a]imidazol-7-ol